(3-(1,4-dimethyl-1H-1,2,3-triazol-5-yl)-4-(methylsulfanyl)-5-(phenyl-(tetrahydro-2H-pyran-4-yl)methyl)-5H-pyrido[3,2-b]indol-7-yl)propan-2-ol 8-methylnonyl-methacrylate CC(CCCCCCCC=C(C(=O)OC(CC=1C=CC=2C3=C(N(C2C1)C(C1CCOCC1)C1=CC=CC=C1)C(=C(C=N3)C3=C(N=NN3C)C)SC)C)C)C